C(C)N[C@H](C)C1=NC=C(C(=C1)C=1C=C(C=2N(N1)C=C(N2)C)OCCCCC[C@H](CCC(F)(F)F)N)OC (R)-9-((6-(2-((R)-1-(ethylamino)ethyl)-5-methoxypyridin-4-yl)-2-methylimidazo[1,2-b]pyridazin-8-yl)oxy)-1,1,1-trifluorononan-4-amine